6-(4-chlorophenyl)-2-(3,5-difluorophenyl)-N-[(2S)-1-hydroxy-3-methylbut-2-yl]-3-oxo-2,3-dihydropyridazine-4-carboxamide ClC1=CC=C(C=C1)C=1C=C(C(N(N1)C1=CC(=CC(=C1)F)F)=O)C(=O)N[C@H](CO)C(C)C